C(C1=CC=CC=C1)OC(=O)N([C@@H](CCCCN)C(=O)O)C(=O)OC(C)(C)C benzyloxycarbonyl-N-e-(tert-butoxycarbonyl)-L-lysine